3-chloro-6-[6-(dimethylphosphoryl)pyridin-3-yl]-5,7-difluoro-N-[(1R)-1-(2-fluorophenyl)ethyl]-2-methylquinolin-4-amine ClC=1C(=NC2=CC(=C(C(=C2C1N[C@H](C)C1=C(C=CC=C1)F)F)C=1C=NC(=CC1)P(=O)(C)C)F)C